C(C=C)(=O)N1C[C@H](N(CC1)S(=O)(=O)C)C1=CC(=NC(=C1)Cl)C1=CC(=NC(=N1)C(F)(F)F)C(=O)NC (R)-6-(4-(4-acryloyl-1-(methylsulfonyl)piperazin-2-yl)-6-chloropyridin-2-yl)-N-methyl-2-(trifluoromethyl)pyrimidine-4-carboxamide